4-chloropyridine-2,6-dinitrile ClC1=CC(=NC(=C1)C#N)C#N